Bimesitylene C1(=C(C(=CC(=C1)C)C)C1=C(C=C(C=C1C)C)C)C